C(C)OC(=O)OCCOC(C=CC(=O)OC)=O But-2-ene-1,4-dioic acid methyl ester ethoxycarbonyloxyethyl ester